N-[3-[[(4Z)-4-(1,3-benzothiazol-6-ylmethylene)-5-oxo-1H-imidazol-2-yl]amino]-1-adamantyl]cyclopropanecarboxamide S1C=NC2=C1C=C(C=C2)\C=C\2/N=C(NC2=O)NC21CC3(CC(CC(C2)C3)C1)NC(=O)C1CC1